(S)-3-(trifluoromethyl)-5,6,6a,7,9,10-hexahydro-8H-pyrazino[1,2-a]pyrido[3,2-e]pyrimidin FC(C1=CC=2CN[C@H]3N(C2N=C1)CCNC3)(F)F